C[Si](CC=C)(CCCC)C 3-(dimethyln-butylsilyl)-1-propene